FC1=C(C=CC=C1B1OC(C(O1)(C)C)(C)C)NC(=O)C1(CC1)C N-(2-fluoro-3-(4,4,5,5-tetramethyl-1,3,2-dioxaborolan-2-yl)phenyl)-1-methylcyclopropane-1-carboxamide